C(C)(C)(C)OC(=O)N1C[C@@H](CCC1)C(NC1=NN(C2=CC=C(C=C12)C1=C(C=CC=C1)Cl)C(C1=CC=CC=C1)(C1=CC=CC=C1)C1=CC=CC=C1)=O (3R)-3-{[5-(2-chlorophenyl)-1-trityl-1H-indazol-3-yl]carbamoyl}piperidine-1-carboxylic acid tert-butyl ester